(1S,3S,5S)-5-methyl-2-((4-((S)-1-phenylethoxy)benzoyl)glycyl)-2-azabicyclo[3.1.0]hexane-3-carboxylic acid C[C@@]12C[C@H](N([C@H]2C1)C(CNC(C1=CC=C(C=C1)O[C@@H](C)C1=CC=CC=C1)=O)=O)C(=O)O